mono-methylether COC